6-(2,6-difluorophenyl)-4-((4-(3-methoxyoxetan-3-yl)phenyl)amino)pyridazine-3-carboxylate FC1=C(C(=CC=C1)F)C1=CC(=C(N=N1)C(=O)[O-])NC1=CC=C(C=C1)C1(COC1)OC